3-[N-(cyanomethyl)benzamido]-2-fluoro-N-[4-(perfluoropropan-2-yl)-2-(trifluoromethyl)phenyl]benzamide C(#N)CN(C(C1=CC=CC=C1)=O)C=1C(=C(C(=O)NC2=C(C=C(C=C2)C(C(F)(F)F)(C(F)(F)F)F)C(F)(F)F)C=CC1)F